BrC1=CC2=C(C=N1)N(C(=N2)C2=C(C=C(C=N2)C(C#N)(C)C)S(=O)(=O)CC)C 2-[6-(6-bromo-3-methyl-imidazo[4,5-c]pyridin-2-yl)-5-ethylsulfonyl-3-pyridinyl]-2-methyl-propionitrile